N-(1-(2,6-dihydroxy-5'-methyl-4-pentyl-2'-(prop-1-en-2-yl)-1',2',3',4'-tetrahydro-[1,1'-biphenyl]-3-yl)ethyl)acetamide OC1=C(C(=CC(=C1C(C)NC(C)=O)CCCCC)O)C1C(CCC(=C1)C)C(=C)C